C(C(=C)C)(=O)O.C(C)NCCC ethyl-propylamine methacrylate